2-[(1Z)-1-({2-chloro-4-[3-(trifluoromethyl)phenoxy]phenyl}methylene)-5-fluoro-2-methyl-1H-inden-3-yl]acetic acid ClC1=C(C=CC(=C1)OC1=CC(=CC=C1)C(F)(F)F)\C=C/1\C(=C(C2=CC(=CC=C12)F)CC(=O)O)C